tert-butyl 4-azido-4-methyl-2,3-dihydroquinoline-1-carboxylate N(=[N+]=[N-])C1(CCN(C2=CC=CC=C12)C(=O)OC(C)(C)C)C